azetidine-3-ylmethanol N1CC(C1)CO